N1N=CC2=CC=C(C=C12)C1=CC=C(C=C1)C[C@@H](CN)N (S)-3-(4-(1H-indazol-6-yl)phenyl)-2-aminopropylamine